1-allyl-2,3-propylene oxide C(C=C)CC1CO1